CN1C(C=2C=CC=C3C2C1=CC1=C(N3CC3=CC(=CC=C3)[N+](=O)[O-])N=CC=C1)=O 1-methyl-6-(3-nitrobenzyl)-1,6-dihydro-2H-pyrido[3',2':6,7]azepino[4,3,2-cd]isoindol-2-one